ethyl (R)-2-(4-(3-(4-bromo-3-(trifluoromethyl)phenoxy)-2-methylpropyl)piperidin-1-yl)acetate BrC1=C(C=C(OC[C@@H](CC2CCN(CC2)CC(=O)OCC)C)C=C1)C(F)(F)F